ClCC1=CC=C2C(N(C(NC2=C1)=O)C1CC1)=O 7-(chloromethyl)-3-cyclopropylquinazoline-2,4(1H,3H)-dione